CC1C(N(C2CC1C2)C(=O)C2=NN(C=C2C2=CC=CC=C2)C)CNC2=NC=C(C=C2)C(F)(F)F cis-N-{[4-Methyl-2-(1-methyl-4-phenyl-1H-pyrazol-3-carbonyl)-2-azabicyclo[3.1.1]heptan-3-yl]methyl}-5-(trifluoromethyl)pyridin-2-amin